(2-(4-fluorophenyl)-3-(2-methylpyridin-4-yl)-6,7-dihydropyrazolo[1,5-a]pyrazin-5(4H)-yl)(1-methylpiperidin-4-yl)methanone FC1=CC=C(C=C1)C1=NN2C(CN(CC2)C(=O)C2CCN(CC2)C)=C1C1=CC(=NC=C1)C